(2R)-N-((S)-(3-chloro-2,4-difluorophenyl)(5-fluoro-6-(trifluoromethyl)pyridin-3-yl)methyl)-2-methyl-3-oxopiperazine-1-carboxamide ClC=1C(=C(C=CC1F)[C@@H](NC(=O)N1[C@@H](C(NCC1)=O)C)C=1C=NC(=C(C1)F)C(F)(F)F)F